O=C1NC(CCC1N1C(C2=CC=C(C=C2C1=O)NCC(=O)NCCOCCC(=O)OC(C)(C)C)=O)=O tert-butyl 3-[2-[[2-[[2-(2,6-dioxo-3-piperidyl)-1,3-dioxo-isoindolin-5-yl]amino]acetyl]amino]ethoxy]propanoate